butyl 4-[2-(6,6-dimethyl-1,4,5,7-tetrahydroindazol-3-yl)-1H-indole-6-carbonyl]piperazine-1-carboxylate CC1(CCC=2C(=NNC2C1)C=1NC2=CC(=CC=C2C1)C(=O)N1CCN(CC1)C(=O)OCCCC)C